tert-butyl (5-cyano-1,3,3-trimethyl-4-oxocyclohexyl)(methyl)carbamate C(#N)C1C(C(CC(C1)(C)N(C(OC(C)(C)C)=O)C)(C)C)=O